2-(2-(((2-(4-Fluorophenyl)cyclopropyl)amino)methyl)-5,6-dihydroimidazo[1,2-a]pyrazin-7(8H)-yl)-N-hydroxypyrimidine-5-carboxamide TFA salt OC(=O)C(F)(F)F.FC1=CC=C(C=C1)C1C(C1)NCC=1N=C2N(CCN(C2)C2=NC=C(C=N2)C(=O)NO)C1